4-chloro-1-((2,6-dimethyltetrahydro-2H-pyran-4-yl)methyl)-N-(3-methyl-5-(phenylethynyl)pyridin-2-yl)-1H-pyrazole-5-carboxamide ClC=1C=NN(C1C(=O)NC1=NC=C(C=C1C)C#CC1=CC=CC=C1)CC1CC(OC(C1)C)C